6-{[(3S)-3-(2,3-Dichloro-6-fluorophenyl)-1-(prop-2-enoyl)pyrrolidin-3-yl]amino}-3-(oxan-4-yl)quinazolin-4-one ClC1=C(C(=CC=C1Cl)F)[C@@]1(CN(CC1)C(C=C)=O)NC=1C=C2C(N(C=NC2=CC1)C1CCOCC1)=O